3-methyl-1,5-pentylenediamine CC(CCN)CCN